5-isopropyl-3-(trifluoromethyl)pyridin-2-amine C(C)(C)C=1C=C(C(=NC1)N)C(F)(F)F